N1CC(C1)OC=1C=CC(=C(C1)CC(=O)OC)NS(=O)(=O)C=1C=NN(C1)C1=CC=C(C=C1)Cl methyl 2-(5-(azetidin-3-yloxy)-2-(1-(4-chlorophenyl)-1H-pyrazole-4-sulfonamido)phenyl)acetate